1-((1S,4S)-5-(4-((5-(trifluoromethyl)pyridin-3-yl)amino)pyrido[3,2-d]pyrimidin-6-yl)-2,5-diazabicyclo[2.2.1]heptan-2-yl)prop-2-en-1-one FC(C=1C=C(C=NC1)NC=1C2=C(N=CN1)C=CC(=N2)N2[C@@H]1CN([C@H](C2)C1)C(C=C)=O)(F)F